CN(C(=O)[C@@H]1[C@@H](N(CCC1)C(=O)OC(C)(C)C)C(=O)OC)CC=O O1-tert-butyl O2-methyl (2R,3S)-3-[methyl(2-oxoethyl)carbamoyl]piperidine-1,2-dicarboxylate